FC1=C2C=CN(C2=C(C=C1)C)[C@H]1C[C@H](CCC1)N1CCOCC1 4-fluoro-7-methyl-N-((1R,3S)-3-morpholinocyclohexyl)-1H-indole